CN1C=CC=2C1=NC=CC2C2=NC=C(C1=C2CNC1=O)NC1=NC(=CC=C1)[C@@H]1CN(CCC1)C (S)-4-(1-methyl-1H-pyrrolo[2,3-b]pyridin-4-yl)-7-((6-(1-methylpiperidin-3-yl)pyridin-2-yl)amino)-2,3-dihydro-1H-pyrrolo[3,4-c]pyridin-1-one